C(CCCCCCCCCCCCCCCC)NC[C@@H]1[C@H]([C@H]([C@@H](O1)N1C(NC(C=C1)=O)=O)OC)O 1-((2R,3R,4R,5R)-5-((heptadecylamino)methyl)-4-hydroxy-3-methoxytetrahydrofuran-2-yl)pyrimidine-2,4(1H,3H)-dione